C[C@H]1N([C@@H](COC1)C)C(=O)C1=C(C=CC(=C1)F)C=1C=C(N2C1C=NC=C2C)CC2CN(C2)C(=O)OC(C)(C)C tert-Butyl 3-[(8-{2-[(3R,5R)-3,5-dimethylmorpholine-4-carbonyl]-4-fluorophenyl}-4-methylpyrrolo[1,2-a]pyrazin-6-yl)methyl]azetidine-1-carboxylate